4-[4-(2-aminoethyl)pyrazol-1-yl]-3-(2,5-dimethylpyrazol-3-yl)oxybenzonitrile NCCC=1C=NN(C1)C1=C(C=C(C#N)C=C1)OC=1N(N=C(C1)C)C